tert-butyl ((3-chloro-5,6-dicyanopyrazin-2-yl)oxy)carbamate ClC=1C(=NC(=C(N1)C#N)C#N)ONC(OC(C)(C)C)=O